(4,4-difluoro-1-piperidinyl)(3-(imidazo[1,2-a]pyrazin-6-yl)-6-quinoxalinyl)methanone FC1(CCN(CC1)C(=O)C=1C=C2N=C(C=NC2=CC1)C=1N=CC=2N(C1)C=CN2)F